O1COC2=C1C=CC(=C2)CCCC 4-(1,3-benzodioxol-5-yl)butan